(S)-N1-(1-(6-Amino-3-chloropyridazin-4-yl)-2-cyclopropoxyethyl)-2,2-difluoropropane-1,1,3,3-d4-1,3-diamine NC1=CC(=C(N=N1)Cl)[C@@H](COC1CC1)NC(C(C(N)([2H])[2H])(F)F)([2H])[2H]